C1(C=CC2=CC=CC=C12)[Ti]C1=CC=CC=2C3=CC=CC=C3CC12 indenylfluorenyltitanium